1-sulfobutyl-4-vinyl-imidazole tetrafluoroborate F[B-](F)(F)F.S(=O)(=O)(O)C(CCC)C=1NC=C(N1)C=C